ethyl (endo)-bicyclo[6.1.0]non-4-ene-9-carboxylate C12CCC=CCCC2C1C(=O)OCC